O.[Ru](Cl)(Cl)Cl ruthenium (iii) chloride hydrate